NC=1C=C2C(=C(C=NC2=C(C1)Cl)C#N)N[C@H](CC)C1=CC=CC=C1 (R)-6-amino-8-chloro-4-((1-phenylpropyl)amino)quinoline-3-carbonitrile